[N+](=O)([O-])C1=CC(=CC=2C3=CC(=CC=C3N(C12)CC1=CC=C(CP(OC(C)(C)C)(OC(C)(C)C)=O)C=C1)Cl)Cl Di-tert-butyl (4-((1-nitro-3,6-dichloro-9H-carbazole-9-yl)methyl)benzyl)phosphonate